3-[(oxan-2-yloxy)methyl]-2-[6-oxo-8-thia-5-azatricyclo[7.4.0.0^[2,7]]trideca-1(9),2(7)-dien-5-yl]pyridin-4-ylboronic acid O1C(CCCC1)OCC=1C(=NC=CC1B(O)O)N1CCC=2C=3CCCCC3SC2C1=O